FC1(CC=C(CC1)C=1C=C(C=C2C=C(C=NC12)C(=O)NC(CO)C)OC)F 8-(4,4-difluorocyclohex-1-en-1-yl)-N-(1-hydroxyprop-2-yl)-6-methoxyquinoline-3-carboxamide